C(#N)C=1C=C(C=CC1)C1=NN=C(O1)C(=O)N[C@@H]1C[C@H](N(C1)C(=O)OC(C)(C)C)C tert-butyl (2R,4R)-4-(5-(3-cyanophenyl)-1,3,4-oxadiazole-2-carboxamido)-2-methylpyrrolidine-1-carboxylate